BrCC(COC(C)=O)OC(C)=O 3-bromo-1,2-diacetoxypropane